(3-fluoroazetidine-3-yl)methyl-4-((3-isopropyl-5-(pyridin-4-yl)pyrazolo[1,5-a]pyrimidin-7-yl)amino)piperidine-1-carboxylate FC1(CNC1)COC(=O)N1CCC(CC1)NC1=CC(=NC=2N1N=CC2C(C)C)C2=CC=NC=C2